ClC1=CC=C(C=C1)S(=O)(=O)N1C[C@H](OCC1)C1=CSC2=C1C=CC=C2 |r| rac-3-[4-(4-chlorophenyl)sulfonylmorpholin-2-yl]benzothiophene